COC1=CC=C(C=C1)O[C@H]2[C@@H]([C@H]([C@H]([C@H](O2)CO)O)OCC3=CC=CC=C3)O 4-methoxyphenyl 3-O-benzyl-β-D-galactoPyranoside